(S)-8-(2-amino-6-((R)-1-(4-chloro-2-(2-(dimethylamino)pyridin-4-yl)phenyl)-2,2,2-trifluoroethoxy)pyrimidin-4-yl)-2,8-diazaspiro[4.5]decane-3-carboxylic acid NC1=NC(=CC(=N1)N1CCC2(C[C@H](NC2)C(=O)O)CC1)O[C@@H](C(F)(F)F)C1=C(C=C(C=C1)Cl)C1=CC(=NC=C1)N(C)C